C1(C2C(CC1)O2)OC(C)OC2C1C(CC2)O1 bis-(2,3-epoxycyclopentyloxy)-ethane